2-Amino-N-(3-(2-(6-(difluoromethyl)imidazo[1,2-a]pyrazin-3-yl)pyrimidin-4-yl)phenyl)acetamide NCC(=O)NC1=CC(=CC=C1)C1=NC(=NC=C1)C1=CN=C2N1C=C(N=C2)C(F)F